4-dimethylaminoazobenzene-2'-carboxylic acid CN(C)C1=CC=C(C=C1)N=NC2=CC=CC=C2C(=O)O